FC(C(=O)O)(F)F.[C@@H]1(CCCC2=CC=CC=C12)NC(C1=CC=C(C=C1)OCC(=CF)CN)=O (S)-N-(1,2,3,4-tetrahydro-1-naphthyl)-4-((2-aminomethyl-3-fluoroallyl)oxy)-benzamide trifluoroacetate